fumaric acid dicyclohexyl ester C1(CCCCC1)OC(\C=C\C(=O)OC1CCCCC1)=O